2,2'-(Pyridine-2,6-diyl)bis{4-[4-(2-naphthyl)phenyl]-6-phenylpyrimidine} N1=C(C=CC=C1C1=NC(=CC(=N1)C1=CC=C(C=C1)C1=CC2=CC=CC=C2C=C1)C1=CC=CC=C1)C1=NC(=CC(=N1)C1=CC=C(C=C1)C1=CC2=CC=CC=C2C=C1)C1=CC=CC=C1